2-(3,4-dihydro-2H-benzo[b][1,4]oxazin-6-yl)-N-hydroxyisoindoline-4-carboxamide O1C2=C(NCC1)C=C(C=C2)N2CC=1C=CC=C(C1C2)C(=O)NO